ClC=1N=C2C(=C(C(N(C2=CC1)C)=O)C#N)N1CCC(CC1)(O)[C@@H](CC(F)(F)F)C1=NC=C(C=C1)Cl 6-chloro-4-[4-[(1S)-1-(5-chloro-2-pyridyl)-3,3,3-trifluoro-propyl]-4-hydroxy-1-piperidyl]-1-methyl-2-oxo-1,5-naphthyridine-3-carbonitrile